ClC1=NC=C(C(=N1)Cl)COC([2H])([2H])[2H] 2,4-dichloro-5-((methoxy-d3)methyl)pyrimidine